COC1CC=2N(CC1)N=CC2NC(OC(C)(C)C)=O tert-butyl N-{5-methoxy-4H,5H,6H,7H-pyrazolo[1,5-a]pyridin-3-yl}carbamate